2-(2-((3R,4R)-3-amino-4-fluoropiperidin-1-yl)-6-chloro-1H-benzo[d]imidazol-1-yl)-N,N-dimethylacetamide N[C@@H]1CN(CC[C@H]1F)C1=NC2=C(N1CC(=O)N(C)C)C=C(C=C2)Cl